N-(4-{[6-(5-chloro-2-fluorophenyl)-3-methylpyridazin-4-yl]amino}pyridin-2-yl)-2-{4-methyl-4,7-diazaspiro[2.5]octan-7-yl}acetamide ClC=1C=CC(=C(C1)C1=CC(=C(N=N1)C)NC1=CC(=NC=C1)NC(CN1CCN(C2(CC2)C1)C)=O)F